4-(((6-amino-5-(4-phenoxyphenyl)pyrimidin-4-yl)amino)methyl)piperidin-3-ol NC1=C(C(=NC=N1)NCC1C(CNCC1)O)C1=CC=C(C=C1)OC1=CC=CC=C1